CC1=C(C=C(C=C1)C=1N=C2N(C=CC=C2C)C1)S(=O)(=O)N1CC[NH2+]CC1 4-((2-methyl-5-(8-methylimidazo[1,2-a]pyridin-2-yl)phenyl)sulfonyl)piperazin-1-ium